hydroxy(p-nitrobenzenesulfonyloxy)iodine OIOS(=O)(=O)C1=CC=C(C=C1)[N+](=O)[O-]